S1C=NC2=C1C=C(C=C2)\C=C\2/N=C(NC2=O)NC2=NC=CC=C2 (4Z)-4-(1,3-Benzothiazol-6-ylmethylene)-2-(2-pyridylamino)-1H-imidazol-5-one